2,8,10,10,15-pentamethyl-4,13,18-trioxo-3,14,17-trioxa-5,12-diazaeicosa-19-enyl methacrylate C(C(=C)C)(=O)OCC(OC(NCCC(CC(CNC(OC(COC(C=C)=O)C)=O)(C)C)C)=O)C